bis(2,6-diisopropylphenyl)-1,7-bis(2,6-diisopropylphenoxy)perylene C(C)(C)C1=C(C(=CC=C1)C(C)C)C=1C(=C(C=2C=3C=CC=C4C=CC(=C(C5=CC=CC1C52)C43)OC4=C(C=CC=C4C(C)C)C(C)C)OC4=C(C=CC=C4C(C)C)C(C)C)C4=C(C=CC=C4C(C)C)C(C)C